The molecule is a steroid sulfate oxoanion that is the conjugate base of 2-hydroxy-17beta-estradiol 3-sulfate, obtained by deprotonation of the sulfo group. It derives from a 2-hydroxy-17beta-estradiol. It is a conjugate base of a 2-hydroxy-17beta-estradiol 3-sulfate. C[C@]12CC[C@H]3[C@H]([C@@H]1CC[C@@H]2O)CCC4=CC(=C(C=C34)O)OS(=O)(=O)[O-]